CC=1C(=C(C=C(C1)C)O)C1=NC=2N(C=C1)N=C(N2)N2CC[C@@H]1[C@H]2CN(CC1)C 3,5-Dimethyl-2-(2-((3ar,7as)-6-methyl-octahydro-1H-pyrrolo[2,3-c]pyridin-1-yl)-[1,2,4]triazolo[1,5-a]pyrimidin-5-yl)phenol